(E)-4-(Dimethylamino)-N-(2-(6-hydroxy-1H-indazole-5-carbonyl)isoindolin-4-yl)but-2-enamide CN(C/C=C/C(=O)NC1=C2CN(CC2=CC=C1)C(=O)C=1C=C2C=NNC2=CC1O)C